1'-(4-(trifluoromethyl)phenyl)-1',4'-dihydro-2'H-spiro[pyrrolidine-3,3'-quinoline] hydrochloride Cl.FC(C1=CC=C(C=C1)N1CC2(CC3=CC=CC=C13)CNCC2)(F)F